5-(6-chloro-5-(1,1-difluoropropyl)pyridazin-3-yl)pyrimidine-2,4(1H,3H)-dione ClC1=C(C=C(N=N1)C=1C(NC(NC1)=O)=O)C(CC)(F)F